2-(aminomethyl)-N-((S)-1-((S)-2-cyano-4,4-difluoropyrrolidin-1-yl)-1-oxopropan-2-yl)isonicotinamide NCC=1C=C(C(=O)N[C@H](C(=O)N2[C@@H](CC(C2)(F)F)C#N)C)C=CN1